4-bromo-2-chloro-1H-pyrrolo[2,3-b]pyridine BrC1=C2C(=NC=C1)NC(=C2)Cl